BrC(C(=O)N)(Br)C#N 2,2-dibromocyanoacetamide